C(C)N1C(CC[C@@]2(C3C(CC=C12)C1CC[C@@H]([C@]1(C[C@]3(C)O)C)[C@@H](C)O)C)=O (4aR,5S,6aS,7S)-1-ethyl-5-hydroxy-7-((R)-1-hydroxy-ethyl)-4a,5,6a-trimethyl-1,3,4,4a,4b,5,6,6a,7,8,9,9a,9b,10-tetradecahydro-2H-indeno-[5,4-f]quinolin-2-one